FC=1C=C(C=CC1)[C@@H](C1CCC(N1C(=O)[O-])(C)CC1CCC(CC1)OC)O 5-((S)-(3-fluorophenyl)(hydroxy)methyl)-2-(((1r,4R)-4-methoxy-cyclohexyl)methyl)-2-methylpyrrolidine-1-carboxylate